(2S,3R,4S,5S,6S)-2,3,4,5,6,7-hexahydroxyheptanal O[C@H](C=O)[C@@H]([C@H]([C@H]([C@H](CO)O)O)O)O